Cl.C(#N)C=1C=NN2C1C(=CC(=C2)C=2C=NN(C2)C)N2C[C@@H](CC2)NC(CC=2C=NC(=CC2)OC)=O (R)-N-(1-(3-cyano-6-(1-methyl-1H-pyrazol-4-yl)pyrazolo[1,5-a]pyridin-4-yl)pyrrolidin-3-yl)-2-(6-methoxypyridin-3-yl)acetamide hydrochloride